ClC1=C(C=CC=C1Cl)N1CCN(CC1)CC[C@@H]1CC[C@H](CC1)NC(N(C)C)=O 3-(trans-4-(2-(4-(2,3-dichlorophenyl)piperazin-1-yl)ethyl)cyclohexyl)-1,1-dimethylurea